C(C)(=O)N1CCC(CC1)NC=1C=C(C(=O)O)C(=CN1)C(F)(F)F 2-((1-acetylpiperidin-4-yl)amino)-5-(trifluoromethyl)isonicotinic acid